propyl-dimethoxyfluorosilane C(CC)[Si](F)(OC)OC